C(C(=C)C)(=O)OC1C(C(N(C(C1C(C)(C)C)(C)C)C)(C)C)C(C)(C)C di-tert-butyl-1,2,2,6,6-pentamethyl-4-piperidinyl methacrylate